ditertiary butyl-phosphine palladium [Pd].C(C)(C)(C)PC(C)(C)C